C(C1=CN=CC=C1)(=O)O.NC1CC2(C(N(CC3=CC=C(C=C23)Cl)C)=O)C1 trans-3-amino-6'-chloro-2'-methyl-1',2'-dihydro-3'h-spiro[cyclobutane-1,4'-isoquinolin]-3'-one nicotinic acid salt